(2S,4aR,6R,7R,7aR)-2-chloro-6-(6-(dibenzylamino)-9H-purin-9-yl)-7-methoxytetrahydro-4H-furo[3,2-d][1,3,2]dioxaphosphinine 2-oxide Cl[P@]1(OC[C@@H]2[C@@H](O1)[C@H]([C@@H](O2)N2C1=NC=NC(=C1N=C2)N(CC2=CC=CC=C2)CC2=CC=CC=C2)OC)=O